N-(2-chlorophenyl)-6-(piperidin-4-yl)imidazo[1,2-a]pyridine-3-carboxamide ClC1=C(C=CC=C1)NC(=O)C1=CN=C2N1C=C(C=C2)C2CCNCC2